Cl.O1CCC(C2=NC=CC=C21)CN (3,4-Dihydro-2H-pyrano[3,2-b]pyridin-4-yl)methanamine hydrochloride